(2RS)-1-{3-[(1R)-1-{[6-(dimethylphosphoryl)-2-methylpyrido[3,4-d]pyrimidin-4-yl]amino}ethyl]-2-fluorophenyl}-1,1-difluoro-2-methylhexan-2-ol CP(=O)(C)C1=CC2=C(N=C(N=C2N[C@H](C)C=2C(=C(C=CC2)C([C@@](CCCC)(O)C)(F)F)F)C)C=N1 |&1:22|